trifluoromethyl-1h-indazol-4-ylboronic acid FC(F)(F)N1N=CC2=C(C=CC=C12)B(O)O